COC=1C=C(C=CC1)[SiH2]C 1-(3-methoxyphenyl)-1-methylsilane